bis(2-octyldodecyl)-2,7-bis(tributylstannyl)-anthra[1,2-b:5,6-b']dithiophene-4,10-dicarboxylate C(CCCCCCC)C(COC(=O)C1=CC2=CC3=C(C=C(C4=C3S(C=C4)[Sn](CCCC)(CCCC)CCCC)C(=O)OCC(CCCCCCCCCC)CCCCCCCC)C=C2C=2SC(=CC21)[Sn](CCCC)(CCCC)CCCC)CCCCCCCCCC